3-(4-(4-(5-((4-(4-chloro-7,7-dimethyl-5-oxo-5,7-dihydroindolo[1,2-a]quinazolin-10-yl)piperazin-1-yl)methyl)pyrimidin-2-yl)piperazin-1-yl)-2,6-difluorophenyl)piperidine-2,6-dione ClC=1C=2C(N=C3N(C2C=CC1)C1=CC(=CC=C1C3(C)C)N3CCN(CC3)CC=3C=NC(=NC3)N3CCN(CC3)C3=CC(=C(C(=C3)F)C3C(NC(CC3)=O)=O)F)=O